C(C)OC(=O)N1C(C=CC2=CC=CC=C12)OCC N-ethyloxycarbonyl-2-ethoxy-1,2-dihydroquinoline